2-(6-bromo-2-(2,3-dihydrobenzofuran-5-yl)-5-ethyl-7-oxo-[1,2,4]triazolo[1,5-a]pyrimidin-4(7H)-yl)-N-(2-chloro-4-(trifluoromethyl)phenyl)acetamide BrC1=C(N(C=2N(C1=O)N=C(N2)C=2C=CC1=C(CCO1)C2)CC(=O)NC2=C(C=C(C=C2)C(F)(F)F)Cl)CC